[Li].O(C)C1OCCC1 methoxyl-tetrahydrofuran lithium